C1=C2C=C3C(OC4=C3C=C3C=CC=CC3=C4)=CC2=CC=C1 dinaphtho[2,3-b:2',3'-d]furan